NC=1N=C(C2=C(N1)C(=CS2)C#N)C=2N=NN(C2)CC2=NC(=CC=C2)C(C)(C)O 2-amino-4-(1-((6-(2-Hydroxyprop-2-yl)pyridin-2-yl)methyl)-1H-1,2,3-triazol-4-yl)thieno[3,2-d]pyrimidine-7-carbonitrile